1-methylsulfonyloxy-3,4-bis(bromomethyl)benzene di-tert-butyl-4-fluoroazepane-1,4-dicarboxylate C(C)(C)(C)OC(=O)N1CCC(CCC1)(C(=O)OC(C)(C)C)F.CS(=O)(=O)OC1=CC(=C(C=C1)CBr)CBr